6-(2-amino-5-(4-(4-(3-(2-aminoethoxy)propanoyl)piperazin-1-yl)phenyl)pyridin-3-yl)-3,4-dihydroisoquinolin-1(2H)-one NC1=NC=C(C=C1C=1C=C2CCNC(C2=CC1)=O)C1=CC=C(C=C1)N1CCN(CC1)C(CCOCCN)=O